CC1(CC1)NC(O[C@H]1C[C@H](CC1)C1=CC(=NN1)NC(CC1=NC=C(C=C1)OC)=O)=O (1R,3S)-3-(3-{[(5-meth-oxypyridin-2-yl)acetyl]-amino}-1H-pyrazol-5-yl)-cyclopentyl (1-methyl-cyclopropyl)carbamate